FC1=C(C=C(C=C1[N+](=O)[O-])F)C=1N=C(N(C1C(C)N(C(OC(C)(C)C)=O)C)C)C tert-butyl (1-(4-(2,5-difluoro-3-nitrophenyl)-1,2-dimethyl-1H-imidazol-5-yl)ethyl)(methyl)carbamate